C(#N)C1(COC1)NS(=O)C(C)(C)C N-(3-cyanooxetan-3-yl)-2-methylpropan-2-sulfinamide